N-((2-(trifluoromethyl)-4-(4-(trifluoromethyl)phenyl)-4,5,6,7-tetrahydropyrazolo[1,5-a]pyrimidin-6-yl)methyl)acrylamide FC(C1=NN2C(N(CC(C2)CNC(C=C)=O)C2=CC=C(C=C2)C(F)(F)F)=C1)(F)F